8-bromo-7-chloro-6-iodo-3-nitroquinoline-2,4-diol BrC=1C(=C(C=C2C(=C(C(=NC12)O)[N+](=O)[O-])O)I)Cl